1-METHYL-N-(6-(4-(TRIFLUOROMETHYL)-1H-PYRAZOL-1-YL)PYRIDIN-3-YL)-1H-INDAZOLE-7-SULFONAMIDE CN1N=CC2=CC=CC(=C12)S(=O)(=O)NC=1C=NC(=CC1)N1N=CC(=C1)C(F)(F)F